BrC1=C2C(N(C(C2=CC=C1CN1CCN(CC1)C(C1=C(C=CC(=C1)CC1=NNC(C2=CC=CC=C12)=O)F)=O)=O)C1C(NC(CC1)=O)=O)=O 4-bromo-2-(2,6-dioxopiperidin-3-yl)-5-((4-(2-fluoro-5-((4-oxo-3,4-dihydrophthalazin-1-yl)methyl)benzoyl)piperazin-1-yl)methyl)isoindoline-1,3-dione